C1(=C(C(=CC=C1)C(=O)Cl)C(=O)Cl)C=1C(=CC=CC1)C1=CC=CC=C1 terphenyl-dicarboxylic acid chloride